N2-(tert-butoxycarbonyl)-N6-(methylsulfonyl)-D-lysine C(C)(C)(C)OC(=O)N[C@H](CCCCNS(=O)(=O)C)C(=O)O